N=1C=NN2C1C=C(C=C2)OC2=C(C(=C(C=C2)NC2=NC=NC1=CC(=C(C=C21)OC2CC1CCC(C2)N1C(C=C)=O)OC)F)C 1-(endo-3-((4-((4-([1,2,4]Triazolo[1,5-a]pyridin-7-yloxy)-2-fluoro-3-methylphenyl)amino)-7-methoxyquinazolin-6-yl)oxy)-8-azabicyclo[3.2.1]octan-8-yl)prop-2-en-1-one